FC1=CC=2N(C=C1)C(=CN2)C2=C1CNC(C1=C(C=C2)NC2=NC=C(C=C2)N2CC(CCC2)(CN2CCN(CC2)C)O)=O 4-(7-fluoro-imidazo[1,2-a]pyridin-3-yl)-7-((5-(3-hydroxy-3-((4-methylpiperazin-1-yl)meth-yl)piperidin-1-yl)pyridin-2-yl)amino)isoindolin-1-one